FC=1C=C(C=C2C(=CC(=NC12)C)[C@@H](C)O)C1=NC(=NC=C1F)NC1=NC=C(C=C1)N1CCNCC1 |r| (±)-1-(8-Fluoro-6-(5-fluoro-2-((5-(piperazin-1-yl)pyridin-2-yl)amino)pyrimidin-4-yl)-2-methylquinolin-4-yl)ethanol